C1=C(C=CC2=CC=CC=C12)C(=O)[O-].[Ca+2].C1=C(C=CC2=CC=CC=C12)C(=O)[O-] calcium β-naphthoate